F[C@@H]1[C@@H](C1)C(=O)NC1=NC=C2C=C(C(=NC2=C1)C)C=1C=NC(=CC1C)[C@H](CCC)O (1S,2S)-2-fluoro-N-(3-(6-((S)-1-hydroxybutyl)-4-methylpyridin-3-yl)-2-methyl-1,6-naphthyridin-7-yl)cyclopropane-1-carboxamide